O[C@@]1(CC[C@H]2N(CCN(C2)C(=O)OC(C)(C)C)C1)C1=NC=C(C=C1)C(F)(F)F tert-butyl (7R,9aR)-7-hydroxy-7-[5-(trifluoromethyl)-2-pyridyl]-3,4,6,8,9,9a-hexahydro-1H-pyrido[1,2-a]pyrazine-2-carboxylate